[(4S)-1-[1-[(1R,2R)-2-[[(4S)-2,2-dimethylchroman-4-yl]carbamoyl]cyclopropyl]-3-methoxypropyl]-4-isopropyl-4-methyl-6-oxo-hexahydropyrimidin-2-ylidene]ammonium CC1(OC2=CC=CC=C2[C@H](C1)NC(=O)[C@H]1[C@@H](C1)C(CCOC)N1C(N[C@](CC1=O)(C)C(C)C)=[NH2+])C